FC=1C(=CC(=NC1)OC)C1=CC(=NN1)C(=O)N1C2(CC2)C[C@H](CC1)C(=O)NC1CCC(CC1)(C(F)(F)F)CO (S)-4-(5-(5-fluoro-2-methoxypyridin-4-yl)-1H-pyrazole-3-carbonyl)-N-((1s,4R)-4-(hydroxymethyl)-4-(trifluoromethyl)cyclohexyl)-4-azaspiro[2.5]octane-7-carboxamide